OC[C@H](C1=CC=CC=C1)NC1=CC(=NC=C1C=1OC(=NN1)C=1C=NC=CC1)NC1=CC=C2C(=N1)C(NC2=O)C 2-((4-(((S)-2-hydroxy-1-phenylethyl)amino)-5-(5-(pyridin-3-yl)-1,3,4-oxadiazol-2-yl)pyridin-2-yl)amino)-7-methyl-6,7-dihydro-5H-pyrrolo[3,4-b]pyridin-5-one